FC1=CC=CC=2N=C(SC21)N(CCC2=CC=C(C=C2)OC(F)(F)F)CC=2C=C(C=CC2)N2C[C@@H](CC2)C(=O)O (R)-1-(3-(((7-fluorobenzo[d]thiazol-2-yl)(4-(trifluoromethoxy)-phenethyl)amino)methyl)phenyl)pyrrolidine-3-carboxylic acid